C1(CC1)COC=1C=C(C=C(C1)O)O 5-(cyclopropylmethoxy)benzene-1,3-diol